1-tert-butoxycarbonyl-pyrrolidine-2-carboxylic acid C(C)(C)(C)OC(=O)N1C(CCC1)C(=O)O